6'-chloro-r-(6-methylpyridin-3-yl)-2'-oxo-1,3-dihydrospiro-[indene-2,3'-indoline]-5-carboxylic acid ClC1=CC=C2[C@@]3(C(N(C2=C1)C=1C=NC(=CC1)C)=O)CC1=CC=C(C=C1C3)C(=O)O